N-((4-aminophenethyl)carbamoyl)-4-methylbenzenesulfonamid NC1=CC=C(CCNC(=O)NS(=O)(=O)C2=CC=C(C=C2)C)C=C1